6-[4-[(R or S)-(4-Fluorophenyl)-(p-tolyl)methyl]piperidine-1-carbonyl]-4H-1,4-benzoxazin-3-one FC1=CC=C(C=C1)[C@H](C1CCN(CC1)C(=O)C=1C=CC2=C(NC(CO2)=O)C1)C1=CC=C(C=C1)C |o1:7|